tert-Butyl 4-[[3-(2,6-dibenzyloxy-3-pyridyl)-1-methyl-indazol-6-yl]amino]piperidine-1-carboxylate C(C1=CC=CC=C1)OC1=NC(=CC=C1C1=NN(C2=CC(=CC=C12)NC1CCN(CC1)C(=O)OC(C)(C)C)C)OCC1=CC=CC=C1